(1S,2R)-2-nonylcyclopropanecarboxylic acid C(CCCCCCCC)[C@H]1[C@H](C1)C(=O)O